BrC1=C2CN(CC2=CC(=C1)C)C(=O)OC(C)(C)C tert-butyl 4-bromo-6-methylisoindoline-2-carboxylate